C(C)(=O)OC1CC(C1)=O 3-oxocyclobutyl acetate